ClC1=CC=C(C2=C1C=CO2)C(OC2=CC=CC(=N2)C2=CCC(CC2)CC2=NC1=C(N2C[C@H]2OCC2)C=C(C=C1)C(=O)OC)[2H] methyl 2-((4-(6-((4-chlorobenzofuran-7-yl)methoxy-d)pyridin-2-yl)cyclohex-3-en-1-yl)methyl)-1-(((S)-oxetan-2-yl)methyl)-1H-benzo[d]imidazole-6-carboxylate